4-((4-cyclopropyl-2-(N-methyl-methanesulfonamido)-phenyl)amino)-N-ethoxy-6-((6-fluoro-5-methyl-pyridin-3-yl)amino)nicotinamide C1(CC1)C1=CC(=C(C=C1)NC1=CC(=NC=C1C(=O)NOCC)NC=1C=NC(=C(C1)C)F)N(S(=O)(=O)C)C